[Br-].[Br-].C[SiH](C)[Zr+2](C1(C(=CC=C1)C)C)C1(C(=CC=C1)C)C dimethylsilyl-bis(dimethylcyclopentadienyl)zirconium dibromide